2-amino-3-(5,6,7,8-tetrahydroquinolin-7-yl)propanamide NC(C(=O)N)CC1CCC=2C=CC=NC2C1